C(#N)C1=CC=2C(=CN=C(C2)CC2CCN(CC2)C(=O)OC(C)(C)C)O1 tert-butyl 4-({2-cyanofuro[2,3-c]pyridin-5-yl}methyl)piperidine-1-carboxylate